CN1CCN(CC1)C(=O)O[C@H]1/C=C/[C@@H]([C@H](NC(CCCCC1)=O)\C(\C)=C\C=C\[C@H](COC(=O)N1C[C@@H](CC1)O)C)C [(2S,3S,4E,6R)-2-[(2E,4E,6R)-7-[(3R)-3-hydroxypyrrolidine-1-carbonyl]oxy-6-methylhepta-2,4-dien-2-yl]-3-methyl-12-oxo-1-azacyclododec-4-en-6-yl] 4-methylpiperazine-1-carboxylate